C(CCCCCCCCCCC)N(CCCCCCCCCC(=O)OCCCCCCCCCCN(CCO)CCCCCCCCCCCC)CCO 10-(Dodecyl(2-hydroxyethyl)amino)decyl 10-(dodecyl(2-hydroxyethyl)amino)decanoate